ClC=1C(=C2C=NNC2=C(C1F)C(C)NC(C(F)(F)F)=O)C=1N=CC=2N(C1)C=C(N2)NC(=O)[C@H]2[C@H](C2)F (1S,2S)-N-(6-(5-chloro-6-fluoro-7-(1-(2,2,2-trifluoroacetylamino)ethyl)-1H-indazol-4-yl)imidazo[1,2-a]pyrazin-2-yl)-2-fluorocyclopropane-1-carboxamide